[K+].N[C@@H](CC(=O)[O-])C(=O)[O-].[K+] |r| DL-aspartate potassium salt